C(C)(C)(C)OC(=O)N(C(OC(C)(C)C)=O)CC1CC(C1)N1N=C(C(=C1)I)C1CC1 tert-butyl N-tert-butoxycarbonyl-N-[[3-(3-cyclopropyl-4-iodo-pyrazol-1-yl)cyclobutyl]methyl]carbamate